NC1=C(C(=O)O)C=C(C=C1)C1=CC2=C(N(C[C@H](N(S2(=O)=O)C)C2CCCCC2)C2=CC=CC=C2)C=C1Cl (R)-2-amino-5-(7-chloro-3-cyclohexyl-2-methyl-1,1-dioxido-5-phenyl-2,3,4,5-tetrahydrobenzo[f][1,2,5]thiadiazepin-8-yl)benzoic acid